BrC=1C(=C(C=C(C1)F)C[C@@H](C(=O)OC)NC(=O)OC(C)(C)C)O methyl (2S)-3-(3-bromo-5-fluoro-2-hydroxyphenyl)-2-[(tert-butoxycarbonyl)amino]propanoate